NC1=C(C2=C(S1)C(=CC=C2C2=C(C=C1C(=NC(=NC1=C2F)OC[C@]21CCCN1C[C@@H](C2)F)NCCCC(=O)OC)Cl)F)C#N methyl 4-((7-(2-amino-3-cyano-7-fluorobenzo[b]thiophen-4-yl)-6-chloro-8-fluoro-2-(((2R,7aS)-2-fluorotetrahydro-1H-pyrrolizin-7a(5H)-yl)methoxy)quinazolin-4-yl)amino)butanoate